C(C=C)[C@@H]1COCC[C@@H]1O (3R,4S)-3-ALLYLTETRAHYDRO-2H-PYRAN-4-OL